4-methyl-N-(tetrahydropyran-4-ylideneamino)benzenesulfonamide CC1=CC=C(C=C1)S(=O)(=O)NN=C1CCOCC1